cyclohexyl (2,2,2-trifluoroethyl) ethylphosphonate C(C)P(OC1CCCCC1)(OCC(F)(F)F)=O